(2S,3S,4R,5R)-5-(6-(benzylamino)-2-(6-(2-methyl-2H-tetrazol-5-yl)pyridin-3-yl)-9H-Purin-9-yl)-3,4-dihydroxy-N-(methyl-d3)-tetrahydrofuran-2-carboxamide C(C1=CC=CC=C1)NC1=C2N=CN(C2=NC(=N1)C=1C=NC(=CC1)C=1N=NN(N1)C)[C@H]1[C@@H]([C@@H]([C@H](O1)C(=O)NC([2H])([2H])[2H])O)O